NC=1N=NC(=CC1N1CC2CCC(C1)N2C2=CC(=NC=C2)C#CCN2CC1(C2)CC(C1)O)C1=C(C=CC=C1)O 2-[3-[4-[3-[3-amino-6-(2-hydroxyphenyl)pyridazin-4-yl]-3,8-diazabicyclo[3.2.1]octan-8-yl]-2-pyridyl]prop-2-ynyl]-2-azaspiro[3.3]heptan-6-ol